O=C1N(CCC(N1)=O)CCNS(=O)(=O)C1=C(C=CC=C1)OC N-(2-(2,4-dioxotetrahydropyrimidin-1(2H)-yl)ethyl)-2-methoxybenzenesulfonamide